ClC1=NC2=NC(=CN=C2C(=N1)N1C[C@H]2CC[C@@H](C1)N2C(=O)OC(C)(C)C)Cl Tert-butyl (1R,5S)-3-(2,7-dichloropteridin-4-yl)-3,8-diazabicyclo[3.2.1]octane-8-carboxylate